NC=1C=2N(C3=CC(=C(C=C3N1)F)C(=O)N1C[C@H](OC[C@@H]1C1=NC=C(C=C1)C(F)(F)F)C)C=NC2 (4-amino-7-fluoroimidazo[1,5-a]quinoxalin-8-yl)((2R,5S)-2-methyl-5-(5-(trifluoromethyl)pyridin-2-yl)morpholino)methanone